benzyl 2'-(difluoromethyl)-5'-methoxy-6-(4-methyl-8-oxo-4,7-diazaspiro[2.5]octan-7-yl)-[4,4'-bipyridine]-3-carboxylate FC(C1=NC=C(C(=C1)C1=C(C=NC(=C1)N1CCN(C2(CC2)C1=O)C)C(=O)OCC1=CC=CC=C1)OC)F